hex-3-en-2-one-6,6,6-d3 CC(C=CCC([2H])([2H])[2H])=O